P(=O)(OC(C)(C)C)(OC(C)(C)C)[O-] di(t-butyl) phosphate